chloromethyl-nicotinic acid ClCC1=C(C(=O)O)C=CC=N1